N-(1-(2,6-Dimethoxyphenyl)-2-(6-ethoxypyridin-2-yl)-5-methyl-1H-imidazo[4,5-b]pyrazin-6-yl)methanesulfonamide COC1=C(C(=CC=C1)OC)N1C(=NC=2C1=NC(=C(N2)C)NS(=O)(=O)C)C2=NC(=CC=C2)OCC